tert-butyl (S)-3-(hydroxymethyl)piperazin-1-carboxylate OC[C@@H]1CN(CCN1)C(=O)OC(C)(C)C